3-ethoxycyclobutane-1-carboxylic acid ethyl ester C(C)OC(=O)C1CC(C1)OCC